C=C(C)S[Bi](C1=CC=C(C=C1)[Bi](SC(=C)C)SC(=C)C)SC(=C)C 1,4-bis(di(propen-2-ylsulfanyl)bismuthanyl)benzene